ClC1=C(C=CC(=C1)CNCCCCNCCNC1=NC2=C(C3=CN=CC=C13)C=CC(=C2)C(=O)N)C2=C(C=CC=C2)CCO 5-((2-((4-(((2-Chloro-2'-(2-hydroxyethyl)-[1,1'-biphenyl]-4-yl)methyl)amino)butyl)amino)ethyl)amino)benzo[c][2,6]naphthyridine-8-carboxamide